ClC=1C=C(NCC2=CC(=C(C=C2)OC)OC)C=CC1F 3-chloro-N-(3,4-dimethoxybenzyl)-4-fluoroaniline